FC1(CN(CCC1OC1=C2C(=NC=NC2=CC=C1N)N)C)F 5-((3,3-difluoro-1-methylpiperidin-4-yl)oxy)quinazoline-4,6-diamine